N-(2-(2-(2-aminoethoxy)ethoxy)ethyl)-5-((6-chloro-5-(1-methyl-1H-indol-5-yl)-1H-benzo[d]imidazol-2-yl)oxy)-2-methylbenzamide NCCOCCOCCNC(C1=C(C=CC(=C1)OC1=NC2=C(N1)C=C(C(=C2)C=2C=C1C=CN(C1=CC2)C)Cl)C)=O